CC1(OB(OC1(C)C)C1=CC(=NC=C1)N1CCC(CC1)C#N)C 1-[4-(4,4,5,5-tetramethyl-1,3,2-dioxaborolan-2-yl)-2-pyridinyl]-4-piperidinecarbonitrile